C[C@@H]1CC[C@H]([C@@H](C1)OC(=O)CCC(=O)O)C(C)C (-)-menthyl succinate